NC1=NC=C(C(=N1)O[C@H](C)CC)C(=O)OC methyl (R)-2-amino-4-(sec-butoxy)pyrimidine-5-carboxylate